30-Methyl-11-oxa-8,9,17,24,26,31-hexaazahexacyclo[26.3.1.0^{2,10}.0^{3,8}.0^{17,25}.0^{18,23}]dotriaconta-1(31),2,4,6,9,18,20,22,24,28(32),29-undecaen-27-one CC1=CC=2C(NC3=NC4=CC=CC=C4N3CCCCCOC3=NN4C=CC=CC4=C3C(=N1)C2)=O